C(C)N(CCC[Cd]CCCN(CC)CC)CC.[Cd] cadmium bis(3-diethylaminopropyl)cadmium